BrC=1C=C(C=C(C1)C(F)(F)F)[C@@H](C)N[S@](=O)C(C)(C)C (R)-N-((R)-1-(3-bromo-5-(trifluoromethyl)phenyl)ethyl)-2-methylpropane-2-sulfinamide